C1(=CC=CC=C1)[I+]C1=CC=CC=C1.COC=1C2=CC=CC=C2C(=C2C=CC(=CC12)S(=O)(=O)[O-])OC 9,10-dimethoxy-2-anthracenesulfonic acid diphenyl-iodonium salt